3-[3-[4-[1-(6-bromo-3-pyridyl)-4-piperidyl]-1-piperidyl]phenyl]-1-[(4-methoxyphenyl)methyl]piperidine-2,6-dione BrC1=CC=C(C=N1)N1CCC(CC1)C1CCN(CC1)C=1C=C(C=CC1)C1C(N(C(CC1)=O)CC1=CC=C(C=C1)OC)=O